NC1=NC=CC2=CC=C(C=C12)C=1C=C(C2=C(C(=CO2)COC2=C(C=CC(=C2)OC)CC(=O)O)C1)OC 2-(2-((5-(1-aminoisoquinolin-7-yl)-7-methoxybenzofuran-3-yl)methoxy)-4-methoxyphenyl)acetic acid